CC1=CC=CC(=N1)C(=NNC(C1=CC(=C(C=C1)O)OC)=O)C1=NC(=CC=C1)C N'-(bis(6-methylpyridin-2-yl)methylene)-4-hydroxy-3-methoxybenzoyl-hydrazine